6-(methylsulfonyl)-N-(1-phenylcyclopropyl)-2-[3-(trifluoromethyl)phenyl]-3-({4-[2-(trifluoromethyl)-1-pyrrolidinyl]-1-piperidinyl}methyl)-4-quinolinecarboxamide CS(=O)(=O)C=1C=C2C(=C(C(=NC2=CC1)C1=CC(=CC=C1)C(F)(F)F)CN1CCC(CC1)N1C(CCC1)C(F)(F)F)C(=O)NC1(CC1)C1=CC=CC=C1